1,3-diphenyl-2,2-dimethyl-1,3-propanediol dipropionate C(CC)(=O)OC(C(C(OC(CC)=O)C1=CC=CC=C1)(C)C)C1=CC=CC=C1